CN1N=NC2=C1C=CC(=C2C)[C@H](CC(=O)N2C(OC[C@@H]2C2=CC=CC=C2)=O)C2=CC(=C(C=C2)C)COCC2=CC=C(C=C2)OC (S)-3-((R)-3-(1,4-dimethyl-1H-benzo[d][1,2,3]triazol-5-yl)-3-(3-(((4-methoxybenzyl)oxy)methyl)-4-methylphenyl)propanoyl)-4-phenyloxazolidin-2-one